N(C1=CC=CC=C1)C1=CC=C2C=CC=C(C2=C1)S(=O)(=O)O 7-anilinonaphthyl-sulfonic acid